BrCC(=O)NC=1C=C(C[C@H](N)C(=O)O)C=CC1 3-(2-bromo-acetamido)-phenylalanine